4-methyl-2-(tetrahydro-2H-pyran-2-yl)-2,4-dihydro-5H-pyrazolo[4,3-b]Pyridine CN1C=2C(C=CC1)=NN(C2)C2OCCCC2